COC=1C(=CC(=NC1)C(F)(F)F)N1C(NC(C1)C#N)=O 1-(5-methoxy-2-(trifluoromethyl)pyridin-4-yl)-2-oxoimidazoline-4-carbonitrile